OC1CN(CC1)C1=C(N=NC(=C1)C)C#N (3-hydroxypyrrolidin-1-yl)-6-methylpyridazine-3-carbonitrile